Br[SiH]1C[SiH](CCC1)CCCC 1-bromo-3-butyl-1,3-disilacyclohexane